3-(benzyloxymethyl)-1-[(2R,3R,4S,5S)-3,4-dihydroxy-5-(hydroxymethyl)-5-(triisopropyl-siloxymethyl)tetrahydrofuran-2-yl]-5-methyl-pyrimidine-2,4-dione C(C1=CC=CC=C1)OCN1C(N(C=C(C1=O)C)[C@@H]1O[C@]([C@H]([C@H]1O)O)(CO[Si](C(C)C)(C(C)C)C(C)C)CO)=O